ClC1=C(C=CC=C1OC)C(=O)N1C[C@H]2CO[C@](CN2CC1)(O)C1=NC2=C(N1)C=CC=C2 |o1:13,16| (2-Chloro-3-methoxyphenyl)-[rel-(3S,9aS)-3-(1H-benzimidazol-2-yl)-3-hydroxy-1,4,6,7,9,9a-hexahydropyrazino[2,1-c][1,4]oxazin-8-yl]methanon